3-(4-Bromo-3-methyl-2-oxo-1,3-benzodiazol-1-yl)-1-{[2-(trimethylsilyl)ethoxy]methyl}piperidine-2,6-dione BrC1=CC=CC=2N(C(N(C21)C)=O)C2C(N(C(CC2)=O)COCC[Si](C)(C)C)=O